(2R,3S,4S,5S)-4-[[3-(3-Chloro-4-fluoro-2-methoxy-phenyl)-5-methyl-5-(trifluoromethyl)tetrahydrofuran-2-carbonyl]amino]-N-methyl-pyridin-2-carboxamid ClC=1C(=C(C=CC1F)[C@H]1[C@@H](O[C@@](C1)(C(F)(F)F)C)C(=O)NC1=CC(=NC=C1)C(=O)NC)OC